C1(=C2N(C=N1)CCC2)C(C(=O)OCC)=NO ethyl 2-(6,7-dihydro-5H-pyrrolo[1,2-C]imidazol-1-yl)-2-hydroxyimino-acetate